CC=1C=C(C=CC1)N1N=NC(=C1)CO[C@@H]([C@@](CN1N=CN=C1)(O)C1=C(C=C(C=C1)F)F)C (2R,3R)-3-((1-(3-methylphenyl)-1H-1,2,3-triazol-4-yl)-methoxy)-2-(2,4-difluorophenyl)-1-(1H-1,2,4-triazol-1-yl)butan-2-ol